Cl.NC=1C=C(C=C2C=C(N=CC12)NC(O[C@H]1COC[C@@H]1C)=O)C1=C(C2=C(OCCN2)N=C1)C (3R,4S)-4-Methyltetrahydrofuran-3-yl (8-amino-6-(8-methyl-2,3-dihydro-1H-pyrido[2,3-b][1,4]oxazin-7-yl)isoquinolin-3-yl)carbamate hydrochloride